ethyl (4-bromo-3-cyanobenzo[b]thiophen-2-yl)carbamate BrC1=CC=CC=2SC(=C(C21)C#N)NC(OCC)=O